(S)-4-(difluoromethyl)-N-(2-(3,4-dimethylpiperazin-1-yl)-4-fluoro-5-(1,2,5,6-tetrahydropyridin-3-yl)phenyl)-6-oxo-1,6-dihydropyridine-3-carboxamide FC(C=1C(=CNC(C1)=O)C(=O)NC1=C(C=C(C(=C1)C=1CNCCC1)F)N1C[C@@H](N(CC1)C)C)F